6-bromo-1-methyl-3,4-dihydro-1H-2-benzopyran BrC=1C=CC2=C(CCOC2C)C1